CC1(C(C(=C[C@]2(CCN(C2)C(=O)C2=NC=CC(=C2)OC(F)(F)F)C1)C#N)=O)C (5R)-9,9-dimethyl-8-oxo-2-[4-(trifluoromethoxy)pyridine-2-carbonyl]-2-azaspiro[4.5]dec-6-ene-7-carbonitrile